ClC1=C(OCC(=O)Cl)C=CC(=C1)Cl 2-(2,4-dichlorophenoxy)acetyl chloride